3-chloro-5-(4-methylpiperazin-1-yl)-2,3-dihydro-1,4-benzodioxine ClC1OC2=C(OC1)C=CC=C2N2CCN(CC2)C